C(C)OC(CC(=O)C1=CC=C(C=C1)[N+](=O)[O-])=O 3-(4-nitrophenyl)-3-oxopropanoic acid ethyl ester